N-((1r,3r)-3-(4-(3-chlorophenyl)-5-(5-ethoxypyridin-2-yl)-4H-1,2,4-triazol-3-yl)cyclobutyl)pyridineamide ClC=1C=C(C=CC1)N1C(=NN=C1C1=NC=C(C=C1)OCC)C1CC(C1)NC(=O)C1=NC=CC=C1